CC1=CC=2C(C=3N(C2C=C1)C=C(C3C3=CC=C(C=C3)C)C3OCCC3)=O 7-methyl-2-(tetrahydrofuran-2-yl)-1-(p-tolyl)-9H-pyrrolo[1,2-a]indol-9-one